3,3,4,4,5,5,6,6,7,7,8,8,9,9,10,10,11,11,12,12,12-heneicosafluoro-dodecyl acrylate C(C=C)(=O)OCCC(C(C(C(C(C(C(C(C(C(F)(F)F)(F)F)(F)F)(F)F)(F)F)(F)F)(F)F)(F)F)(F)F)(F)F